2,5,6-trichloropyridine-3-carboxylic acid ClC1=NC(=C(C=C1C(=O)O)Cl)Cl